C(C)(=O)NC=1C=C(C=CC1)C=1N=NN(C1)CC(=O)N/N=C/C1=C(C=C(C=C1)OC)OC (E)-2-(4-(3-acetylaminophenyl)-1H-1,2,3-triazol-1-yl)-N'-(2,4-dimethoxybenzylidene)acethydrazide